(5-methylpiperidin-2-yl)-5-(trifluoromethyl)pyridine CC1CCC(NC1)C1=NC=C(C=C1)C(F)(F)F